FC1(CCC2=C1N=C(N=C2C2=CC(=C(OCC(=O)N1CCN(CC1)C(=O)OC(C)(C)C)C=C2)F)S(=O)(=O)C)F tert-butyl 4-(2-(4-(7,7-difluoro-2-(methylsulfonyl)-6,7-dihydro-5H-cyclopenta[d]pyrimidin-4-yl)-2-fluorophenoxy)acetyl)piperazin-1-carboxylate